ClCC(C(=O)[O-])O.[Na+] sodium 3-chloro-2-hydroxypropionate